2-(3-Hydroxycyclobutyl)hydrazine-1-carboxylic acid tert-butyl ester C(C)(C)(C)OC(=O)NNC1CC(C1)O